FC(C=1NC2=CC(=C(C=C2C(N1)=O)OC)OC)F 2-(difluoromethyl)-6,7-dimethoxy-1H-quinazolin-4-one